5-CHLORO-2-ISOPROPOXYPHENYLBORONIC ACID ClC=1C=CC(=C(C1)B(O)O)OC(C)C